6-iodo-7-((2-methoxyethoxy)methoxy)-2,2-dimethyl-chroman IC=1C=C2CCC(OC2=CC1OCOCCOC)(C)C